(R)-1-(3-(4-(6-hydroxy-2-(4-hydroxyphenyl)benzo[b]thiophene-3-carbonyl)phenoxy)pyrrolidin-1-yl)-2,2-dimethylpropan-1-one OC=1C=CC2=C(SC(=C2C(=O)C2=CC=C(O[C@H]3CN(CC3)C(C(C)(C)C)=O)C=C2)C2=CC=C(C=C2)O)C1